5-(4-amino-5-(trifluoromethyl)pyrrolo[2,1-f][1,2,4]triazin-7-yl)-N-((3R,4S)-4-fluoro-1-(3-hydroxy-2,2-dimethylpropanoyl)pyrrolidin-3-yl)-2-methoxynicotinamide NC1=NC=NN2C1=C(C=C2C=2C=NC(=C(C(=O)N[C@@H]1CN(C[C@@H]1F)C(C(CO)(C)C)=O)C2)OC)C(F)(F)F